CC(=O)N[C@@H]1[C@H]([C@@H]([C@H](O[C@@H]1O[C@H]2[C@H]([C@@H]([C@H](O[C@@H]2O[C@H]3[C@@H]([C@H](O[C@@H]([C@H]3O)O[C@@H]4[C@@H](CC(O[C@@H]4[C@@H](CO)O)(C(=O)O)O)O)[C@H](CO)O)O)[C@H](CO)O)O)O)CO)O)O The molecule is a linear amino tetrasaccharide comprising an N-acetyl-alpha-D-glucosamine residue,two L-glycero-alpha-D-manno-heptose residues and a 3-deoxy-D-manno-oct-2-ulosonic acid (2-keto-3-deoxy-D-mannooctanoic acid, Kdo) in a (1->2), (1->3), (1->5) sequence. Corresponds to the icsb and lpt3 mutant of the core oligosaccharide of Neisseria meningitidis.